N1(N=CC=C1)C1=CC=C(C=C1)C=1OC(=C(N1)CC1=CC=C(NC2=CC=C(C=C2)F)C=C1)C 4-((2-(4-(1H-pyrazol-1-yl)phenyl)-5-methyloxazol-4-yl)methyl)-N-(4-fluorophenyl)aniline